C(\C=C\C=C\C)(=O)[O-].[K+] potassium (E,E)-hexa-2,4-dienoate